N2-chroman-4-yl-6-(1H-indazol-6-yl)-1,3,5-triazine-2,4-diamine O1CCC(C2=CC=CC=C12)NC1=NC(=NC(=N1)N)C1=CC=C2C=NNC2=C1